C(C)(=O)O[C@H](COC1=CC=C(C=C1)C(C)(C)C1=CC(=C(C(=C1)Cl)OC[C@@H](CCl)O)Cl)CNS(=O)(=O)C (S)-1-(4-(2-(3,5-dichloro-4-((S)-3-chloro-2-hydroxypropoxy)phenyl)propan-2-yl)phenoxy)-3-(methylsulfonamido)propan-2-yl acetate